2-([1-[(2-Chlorophenyl)methyl]-5-[2-(propan-2-yloxy)-1,3-thiazol-5-yl]-1H-pyrazol-3-yl]methoxy)-2-methylpropanoic acid ClC1=C(C=CC=C1)CN1N=C(C=C1C1=CN=C(S1)OC(C)C)COC(C(=O)O)(C)C